C(CCCCCCCCCCCCC)(=O)OC[C@@H](OC(CCCCCCCCCCCCCCCCC)=O)COP(=O)([O-])OCC[N+](C)(C)C 1-myristoyl-2-stearoyl-sn-glycero-3-phospho-choline